CO[C@H]1CN(CC1)C(=O)C1=CC(=NC=C1)C(=O)NC1=CC(=CC=C1)[C@H](C)SC1=NN=CN1C 4-((R)-3-methoxypyrrolidine-1-carbonyl)-N-(3-((S)-1-((4-methyl-4H-1,2,4-triazol-3-yl)thio)ethyl)phenyl)picolinamide